N[C@@H](CC1=CNC2=CC=CC=C12)C(=O)OC(CCC)=O methylpropionyl L-tryptophanate